ClC1=C(C=C(OCC(=O)NC23CC(C(CC2)(CC3)NC(CC3=CC=C(C=C3)S(=O)(=O)C)=O)O)C=C1)F 2-(4-chloro-3-fluorophenoxy)-N-(3-hydroxy-4-{2-[4-(methylsulfonyl)phenyl]acetamido}bicyclo[2.2.2]octan-1-yl)acetamide